(1S)-2-(4-{6-chloro-2-[(1-cyclopropyl-5-methyl-1H-pyrazol-4-yl)amino]quinazolin-7-yl}piperidin-1-yl)-1-(3-fluorophenyl)ethan-1-ol ClC=1C=C2C=NC(=NC2=CC1C1CCN(CC1)C[C@@H](O)C1=CC(=CC=C1)F)NC=1C=NN(C1C)C1CC1